(R)-2-amino-3-methoxy-N-((R)-4-phenyl-1-(4,4,5,5-tetramethyl-1,3,2-dioxaborolan-2-yl)butyl)propanamide hydrochloride Cl.N[C@@H](C(=O)N[C@@H](CCCC1=CC=CC=C1)B1OC(C(O1)(C)C)(C)C)COC